ClC1=CC(=C(C=C1)C1=CC(=NC(=C1)C1CC1)NC(C=1C(N(C=C(C1)CNC[C@H](C)OC)C1CC1)=O)=O)C(=O)N1CC(C1)(C)F N-(4-{4-Chloro-2-[(3-fluoro-3-methyl-1-azetidinyl)carbonyl]phenyl}-6-cyclopropyl-2-pyridyl)-1-cyclopropyl-5-{[(S)-2-methoxypropylamino]methyl}-2-oxo-1,2-dihydronicotinamide